4-(2-phenylthiazol-5-yl)naphthalene C1(=CC=CC=C1)C=1SC(=CN1)C1=CC=CC2=CC=CC=C12